CN1C(=NN=C1)CC1(COC1)C=1C=C(N)C=CC1 3-(3-[(4-methyl-1,2,4-triazol-3-yl)methyl]oxetan-3-yl)aniline